1-[3-(4-Fluoro-2-methyl-2H-pyrazol-3-yl)-4-methoxy-phenyl]-3-(4-trifluoromethyl-phenyl)-thiourea FC1=C(N(N=C1)C)C=1C=C(C=CC1OC)NC(=S)NC1=CC=C(C=C1)C(F)(F)F